(2-(2-bromoethoxy)-4-(dimethylamino)benzylidene)-1H-indene-1,3(2H)-dione BrCCOC1=C(C=C2C(C3=CC=CC=C3C2=O)=O)C=CC(=C1)N(C)C